C1(CCCCC1)NC[Si](OCC)(OCC)OCC N-cyclohexylaminomethyl-triethoxysilane